C(C1CO1)OC[SiH](OC)OC Glycidoxymethyldimethoxysilane